N1(CCCC1)S(=O)(=O)C1=CC2=C(B(OC2)O)C=C1 5-(pyrrolidin-1-ylsulfonyl)benzo[c][1,2]oxaborol-1(3H)-ol